C(CCCCCCCCCCCCCCCCC)P(O)=O mono(octadecyl)phosphinic acid